C(C)N1C(C(C=2C=NC=CC21)=O)=O 1-ethyl-1H-pyrrolo[3,2-c]pyridine-2,3-dione